O[C@H]1C[C@H](NC1)C(=O)OCCCCCCC(C(=O)OC(CCCCCCCC)CCCCCCCC)(C)C [7,7-dimethyl-8-(1-octylnonoxy)-8-oxo-octyl] (2S,4S)-4-hydroxypyrrolidine-2-carboxylate